1-(2-ethyl-4-(1-(((5,6,7,8-tetrahydronaphthalen-2-yl)methoxy)imino)ethyl)benzyl)azetidine-3-carboxylic acid C(C)C1=C(CN2CC(C2)C(=O)O)C=CC(=C1)C(C)=NOCC1=CC=2CCCCC2C=C1